C(C=C)N1N(C2=NC(=NC=C2C1=O)NC=1C=C2C=NN(C2=CC1)C)C1=CC=CC(=N1)O[C@H]1CCN(CCC1)C(=O)OC(C)(C)C |o1:31| rel-tert-butyl (R)-4-((6-(2-allyl-6-((1-methyl-1H-indazol-5-yl)amino)-3-oxo-2,3-dihydro-1H-pyrazolo[3,4-d]pyrimidin-1-yl)pyridin-2-yl)oxy)azepane-1-carboxylate